ethyl 3-(cyclobutylamino)-2,2-difluoropropionate C1(CCC1)NCC(C(=O)OCC)(F)F